(R)-1-phenylethyl((2-bromo-5-fluorothiophen-3-yl)methyl)amino Formate C(=O)ON(CC1=C(SC(=C1)F)Br)[C@H](C)C1=CC=CC=C1